OCCNC(COC=1C=2N(C=C(C1)OC)N=C(C2)C=2N=C1SC(=NN1C2)OC)=O N-(2-hydroxyethyl)-2-((6-methoxy-2-(2-methoxyimidazo[2,1-b][1,3,4]thiadiazol-6-yl)pyrazolo[1,5-a]pyridin-4-yl)oxy)acetamide